BrC1=CC2=C(CN(CCS2(=O)=O)C(C(F)(F)F)=O)S1 1-(7-bromo-1,1-dioxido-2,3-dihydrothieno[2,3-f][1,4]thiazepin-4(5H)-yl)-2,2,2-trifluoroethan-1-one